C(C=C)NC(NC1=CC=C(C(=O)O)C=C1)=S 4-(3-allylthioureido)benzoic acid